8-chloro-2-(3-iodophenyl)-5-(trifluoromethyl)pyrido[3,4-d]Pyrimidine ClC1=NC=C(C2=C1N=C(N=C2)C2=CC(=CC=C2)I)C(F)(F)F